8-methoxy-6,8,10,12,12-pentamethyl-11,13-dioxo-3-(3-(pyrrolidin-1-yl)propyl)-1-oxa-4-azacyclotridecane-4-carboxylate COC1(CC(CN(C(COC(C(C(C(C1)C)=O)(C)C)=O)CCCN1CCCC1)C(=O)[O-])C)C